furan-3,4-dicarboxylic acid methyl ethyl ester C(C)OC(=O)C=1C(=COC1)C(=O)OC